Tetramethyl-diacetoxydisilane C[Si]([Si](OC(C)=O)(OC(C)=O)C)(C)C